FC(C(=O)O)(F)F.N1=CC=CC=C1 pyridine 2,2,2-trifluoroacetate